7-(methylsulfonyl)-5-azaspiro[2.4]Heptane-5-carboxylic acid tert-butyl ester C(C)(C)(C)OC(=O)N1CC2(CC2)C(C1)S(=O)(=O)C